2-((4-hydroxy-2-iodo-5-methoxybenzyl)amino)-2-oxoethyl pentadecanoate C(CCCCCCCCCCCCCC)(=O)OCC(=O)NCC1=C(C=C(C(=C1)OC)O)I